monomethylsulfonamide CS(=O)(=O)N